bis(4-fluorophenyl)(4-difluoromethyl-quinolin-2-yl)phosphorus FC1=CC=C(C=C1)P(C1=NC2=CC=CC=C2C(=C1)C(F)F)C1=CC=C(C=C1)F